4-(trifluoromethyl)cyclohexylamine FC(C1CCC(CC1)N)(F)F